β-methyl-D-asparagine CC([C@@H](N)C(=O)O)C(N)=O